(2R)-2-hydroxy-4-diethylphosphonobutyl-2-aminopurine O[C@H](CC1=NC2=NC(=NC=C2N1)N)CCP(=O)(OCC)OCC